C(C=C)C=1C=C(OC2=NC(=NC(=C2)C2=C(C=CC=C2C)C)NS(=O)(=O)C2=CC(=CC=C2)[N+](=O)[O-])C=CC1 N-[4-(3-allylphenoxy)-6-(2,6-dimethylphenyl)pyrimidin-2-yl]-3-nitro-benzenesulfonamide